C(C)N(C1=C(C=NC=C1)C1=NC=CN=C1)CC diethyl-(3-pyrazin-2-yl-(4-pyridyl))amine